(propan-2-yl)benzenol CC(C)C1=C(C=CC=C1)O